ClC=1C=C(C=C(C1OC=1C=C2C3=C(NC2=CC1)C(OCC3(C)C)CCO)Cl)N3N=C(C(NC3=O)=O)C#N 2-(3,5-Dichloro-4-((1-(2-hydroxyethyl)-4,4-dimethyl-1,3,4,9-tetrahydro-pyrano[3,4-b]indol-6-yl)oxy)phenyl)-3,5-dioxo-2,3,4,5-tetrahydro-1,2,4-triazine-6-carbonitrile